2-cyano-1-(5-(1-(2-indolylformyl)pyrrolidine-3-yl)pentyl)-3-(4-pyridinyl)guanidine C(#N)N=C(NCCCCCC1CN(CC1)C(=O)C=1NC2=CC=CC=C2C1)NC1=CC=NC=C1